COC=1C=CC(=C(C1)CC#N)OC([2H])([2H])[2H] 2-(5-methoxy-2-(methoxy-d3)phenyl)acetonitrile